C1(=CC=CC=C1)S(=O)(=O)C1=C(C(=CC=C1)N)N (phenylsulfonyl)benzene-1,2-diamine